ClC1=CC(=C(C=C1F)[C@H](CC1=NC(=NC(=N1)N[C@@H](CO)CC(C)C)NS(=O)(=O)C)C)F N-(4-((S)-2-(4-chloro-2,5-difluorophenyl)propyl)-6-(((R)-1-hydroxy-4-methylpent-2-yl)amino)-1,3,5-triazin-2-yl)methanesulfonamide